1-[1-[2-(2,7-diazaspiro[3.5]nonan-2-yl)pyrimidin-5-yl]-4-piperidyl]-3-(4-phenoxyphenyl)pyrazolo[3,4-d]pyrimidin-4-amine C1N(CC12CCNCC2)C2=NC=C(C=N2)N2CCC(CC2)N2N=C(C=1C2=NC=NC1N)C1=CC=C(C=C1)OC1=CC=CC=C1